trimethyl(propyl)phosphonium C[P+](CCC)(C)C